[2-[2,4,6-trioxo-3,5-bis[2-(3-oxobutanoyloxy) ethyl]-1,3,5-triazin-1-yl] ethyl] adipate C(CCCCC(=O)[O-])(=O)OCCN1C(N(C(N(C1=O)CCOC(CC(C)=O)=O)=O)CCOC(CC(C)=O)=O)=O